ClC1=CC(N(C(N1CC1=C(C#N)C=CC=C1)=O)C)=O (6-chloro-3-methyl-2,4-dioxo-3,4-dihydro-2H-pyrimidin-1-ylmethyl)-benzonitrile